3'-methyl-3-(1-methyl-1H-pyrazol-5-yl)-4-pentyl-[1,1'-biphenyl]-2,6-diol CC=1C=C(C=CC1)C=1C(=C(C(=CC1O)CCCCC)C1=CC=NN1C)O